OC(CN1N=CC(=C1)C=1C=CC2=C(N(C(CC(=C2)C=2OC=NN2)=O)CC2=CC=C(C=C2)OC)C1)(C)C 8-(1-(2-Hydroxy-2-methylpropyl)-1H-pyrazol-4-yl)-1-(4-methoxybenzyl)-4-(1,3,4-oxadiazol-2-yl)-1,3-dihydro-2H-benzo[b]azepin-2-one